ClC=1C=NC=CC1C=1C=NC=2N(C1)C=C(N2)COC2=CC=C(C=C2)F 6-(3-chloropyridin-4-yl)-2-(4-fluorophenoxymethyl)imidazo[1,2-a]pyrimidine